(E)-1-(4-aminophenyl)-3-(isoquinolin-6-yl)prop-2-en-1-one Tert-butyl-4-(4-((3-cyano-6-(piperidin-1-yl)pyrazin-2-yl)amino)phenyl)piperidine-1-carboxylate C(C)(C)(C)OC(=O)N1CCC(CC1)C1=CC=C(C=C1)NC1=NC(=CN=C1C#N)N1CCCCC1.NC1=CC=C(C=C1)C(\C=C\C=1C=C2C=CN=CC2=CC1)=O